C(#N)[C@H](C[C@H]1C(NCCC1)=O)NC(=O)[C@H]1N([C@@H]2CC([C@H]1CC2)(F)F)C([C@@H](C2=CC=CC=C2)O)=O (1S,3S,4S)-N-((S)-1-cyano-2-((S)-2-oxopiperidin-3-yl)ethyl)-5,5-difluoro-2-((R)-2-hydroxy-2-phenylacetyl)-2-azabicyclo[2.2.2]octane-3-carboxamide